C(C)[C@@]1(OCC2=C1N=C(N=C2)C(=O)N[C@H]2COC1=C(N(C2=O)C)C=CC=C1)C |r| rac-(7S)-7-ethyl-7-methyl-N-[rac-(3S)-5-methyl-4-oxo-2,3-dihydro-1,5-benzoxazepin-3-yl]-5H-furo[3,4-d]pyrimidine-2-carboxamide